FC=1C=C(C(=NC1)C1CCN(CC1)[C@H]1CC2(CN(C2)C(=O)OCC)CC1)C1=NC=CN=C1 ethyl (6R)-6-[4-(5-fluoro-3-pyrazin-2-yl-2-pyridyl)-1-piperidyl]-2-azaspiro-[3.4]octane-2-carboxylate